methyl 9-(3-hydroxy-2-methylphenyl)-6,7-dihydro-5H-benzo[7]annulene-3-carboxylate OC=1C(=C(C=CC1)C1=CCCCC2=C1C=CC(=C2)C(=O)OC)C